5-amino-1-(4-carboxyphenyl)-tetrazolium NC=1N=NN[N+]1C1=CC=C(C=C1)C(=O)O